(2-(4-(Chloromethyl)benzoylamino)ethyl)(methyl)carbamic acid tert-butyl ester C(C)(C)(C)OC(N(C)CCNC(C1=CC=C(C=C1)CCl)=O)=O